di-tert-butyl phosphate P(=O)(OC(C)(C)C)(OC(C)(C)C)[O-]